C1=CC=CC=2C3=CC=CC=C3C(C12)COC(=O)NCCC(=O)O 3-(9H-fluoren-9-ylmethoxy-carbonylamino)-propanoic acid